C1(CC1)C1=NNC=C1 3-cyclopropyl-1H-pyrazol